4-[7-(1-cyano-1-methyl-ethyl)imidazo[1,2-a]pyridin-3-yl]-N-(2,2-difluoroethyl)-2-(difluoromethoxy)-6-methoxy-benzamide C(#N)C(C)(C)C1=CC=2N(C=C1)C(=CN2)C2=CC(=C(C(=O)NCC(F)F)C(=C2)OC)OC(F)F